hexylamine hydrofluoride F.C(CCCCC)N